Cl.Cl.NCC=1C=CC(=NC1)C(=O)OC methyl 5-(aminomethyl)picolinate dihydrochloride salt